1-(1-(2-(azaspiro[3.5]non-7-yl)azetidin-3-yl)piperidin-4-yl)-3-(4-phenoxyphenyl)-1H-pyrazolo[3,4-d]pyrimidin-4-amine hydrochloride Cl.N1CCC12CCC(CC2)C2NCC2N2CCC(CC2)N2N=C(C=1C2=NC=NC1N)C1=CC=C(C=C1)OC1=CC=CC=C1